FC1=CC=C(C=C1)N1N=CC=C1 (4-fluorophenyl)-1H-pyrazole